5-(2-((Cyclopropylmethyl)amino)ethoxy)-2-methyl-N-(1-(naphthalen-1-yl)cyclopropyl)benzamide C1(CC1)CNCCOC=1C=CC(=C(C(=O)NC2(CC2)C2=CC=CC3=CC=CC=C23)C1)C